OC[C@@H]1[C@@H]([C@@H]2CN(CCCN12)C(=O)NC1=CC=C(C=C1)OC)C1=CC=C(C=C1)C#CC1=CC=CC=C1 (7R,8R,9S)-9-(hydroxymethyl)-N-(4-methoxyphenyl)-8-(4-(phenylethynyl)phenyl)-1,5-diazabicyclo[5.2.0]nonane-5-carboxamide